11,11-difluoro-8-methylene-2,3,4,7,8,9,10,11-octahydro-1H-pyrido[4',3':3,4]pyrazolo[1,5-a]azepine FC1(C=2N(CC(CC1)=C)N=C1C2CNCC1)F